COC1=C(C=C(C=N1)C1=CC=2C3=C(C(N(C2C=C1)CCN1C=CC=C1)=O)N(C(N3C3=CC(=C(C=C3)N3CCNCC3)C(F)(F)F)=O)C)C 8-(6-methoxy-5-methylpyridin-3-yl)-3-methyl-1-(4-(piperazin-1-yl)-3-(trifluoromethyl)phenyl)-5-(2-(Pyrrol-1-yl)ethyl)-3,5-dihydro-1H-imidazo[4,5-c]quinoline-2,4-dione